S-methylglutathione CSC[C@H](NC(CC[C@H](N)C(=O)O)=O)C(=O)NCC(=O)O